[C@@H]1(C[C@H](O)[C@@H](CO)O1)N1C=NC=2C(N)=NC=NC12 desoxyadenosine